tert-butyl-2,5-dimethyl-2,5-di(benzoylperoxy)hexane C(C)(C)(C)CC(CCC(C)(OOC(C1=CC=CC=C1)=O)C)(OOC(C1=CC=CC=C1)=O)C